CC1(CCC2COCCN2C1)CO (7-methyloctahydropyrido[2,1-c][1,4]oxazin-7-yl)methanol